CCCCCCCCCCCCCCC1=CC(=CC=C1)S(=O)(=O)O TETRADECYLBENZENESULFONIC ACID